ClC1=C(C(=O)N[C@H](C(=O)O)CC2=CC=C(C=C2)\C=C\C2CCC(CC2)NC2=NC=CC=C2)C(=CC=C1)Cl (S)-2-(2,6-dichlorobenzamido)-3-(4-((E)-2-((1s,4R)-4-(pyridin-2-ylamino)cyclohexyl)vinyl)phenyl)propanoic acid